[Na+].CNCCS(=O)(=O)[O-] 2-(methylamino)ethane-1-sulfonate sodium salt